FC(C1=CC=C(C=C1)C(CC)N1CCC(CC1)N)(F)F 1-[1-[4-(trifluoromethyl)phenyl]propyl]piperidin-4-amine